3-(trifluoromethyl)pyrazine FC(C=1C=NC=CN1)(F)F